ClC1=CC=C2C(=C(CN(C2=N1)C1=CC=CC=C1)[N+](=O)[O-])NC 7-Chloro-4-(methylamino)-3-nitro-1-phenyl-1,8-naphthyridine